N-(2,3-dihydro-1,4-benzoxazin-4-yl)-7-fluoro-4-[(3-methoxycyclobutyl)-methyl-amino]-8-(2,3,5-trifluorophenyl)quinoline O1CCN(C2=C1C=CC=C2)N2CC=C(C1=CC=C(C(=C21)C2=C(C(=CC(=C2)F)F)F)F)N(C)C2CC(C2)OC